(1R,2S,5S)-3-[(2S)-2-amino-3,3-dimethyl-butanoyl]-N-[(1S)-2-amino-2-oxo-1-[[(6R)-5-oxo-4-azaspiro[2.4]heptan-6-yl]methyl]ethyl]-6,6-dimethyl-3-azabicyclo[3.1.0]hexane-2-carboxamide N[C@H](C(=O)N1[C@@H]([C@H]2C([C@H]2C1)(C)C)C(=O)N[C@H](C(=O)N)C[C@H]1C(NC2(CC2)C1)=O)C(C)(C)C